2-(2,6-dioxopiperidin-3-yl)-5-(2,6-diazaspiro[3.3]hept-2-yl)isoindoline-1,3-dione O=C1NC(CCC1N1C(C2=CC=C(C=C2C1=O)N1CC2(C1)CNC2)=O)=O